((3S,4S,6R)-4-(3,4-difluorophenyl)-6-(3-(piperidin-1-yl)propyl)piperidin-3-yl)-5,6-dihydropyrazolo[1,5-d]thieno[3,2-f][1,4]oxazepin-2-carboxamide FC=1C=C(C=CC1F)[C@@H]1[C@H](CN[C@@H](C1)CCCN1CCCCC1)C1=C(SC2=C1C=1N(CCO2)N=CC1)C(=O)N